N-[(1S)-5-[2-(2-aminopyridin-3-yl)-5-(pyrazol-1-yl)imidazo[4,5-b]pyridin-3-yl]-2,3-dihydro-1H-inden-1-yl]-2-(but-2-ynamido)benzamide NC1=NC=CC=C1C1=NC=2C(=NC(=CC2)N2N=CC=C2)N1C=1C=C2CC[C@@H](C2=CC1)NC(C1=C(C=CC=C1)NC(C#CC)=O)=O